CN1CC(C(CC1)=O)C 1,3-dimethyl-4-piperidone